BrC1=CC(=C(C(=C1)Cl)S(=O)(=O)NCCC1=C(C=CC=C1)OC)Cl 4-bromo-2,6-dichloro-N-[2-(2-methoxyphenyl)ethyl]benzene-1-sulfonamide